(S,E)-6-(3-(3-phenoxyphenyl)acryloyl)-7-phenyl-4-oxa-6-azaspiro[2.4]heptane O(C1=CC=CC=C1)C=1C=C(C=CC1)/C=C/C(=O)N1COC2(CC2)[C@@H]1C1=CC=CC=C1